ClC1=CC=C(OC2=C(C=C(C=C2F)S(=O)(=O)N2[C@@H]([C@H]3CC[C@@H](C2)N3C(=O)OCCOC)C(NO)=O)F)C=C1 2-methoxyethyl (1R,2S,5S)-3-((4-(4-chlorophenoxy)-3,5-difluorophenyl)sulfonyl)-2-(hydroxycarbamoyl)-3,8-diazabicyclo[3.2.1]octane-8-carboxylate